N-[2-chloro-4-(trifluoromethyl)phenyl]-2-[5-ethyl-2-(2-methyl-3,6-dihydro-2H-pyran-4-yl)-7-oxo-[1,2,4]triazolo[1,5-a]pyrimidin-4-yl]acetamide ClC1=C(C=CC(=C1)C(F)(F)F)NC(CN1C=2N(C(C=C1CC)=O)N=C(N2)C=2CC(OCC2)C)=O